ketoneurine O=C=C[N+](C)(C)C.[OH-]